1-cyclobutyl-N-((6-((4-(6-(methylsulfanyl)-1H-indazol-4-yl)-1H-1,2,3-triazol-1-yl)methyl)-1H-indol-2-yl)methyl)methylamine C1(CCC1)CNCC=1NC2=CC(=CC=C2C1)CN1N=NC(=C1)C1=C2C=NNC2=CC(=C1)SC